NC1=NC(=C(C=C1C=1C=C2CCNC(C2=CC1)=O)C1=CC(=C(C=C1)N1CCOCC1)CN1C[C@@H](CC1)OC)F (R)-6-(2-amino-6-fluoro-5-(3-((3-methoxypyrrolidin-1-yl)methyl)-4-morpholinophenyl)pyridin-3-yl)-3,4-dihydroisoquinolin-1(2H)-one